(2,4,6-triisopropylbenzenesulfonyl)-3-hydroxycarbamimidoyl-phenylalanine C(C)(C)C1=C(C(=CC(=C1)C(C)C)C(C)C)S(=O)(=O)N[C@@H](CC1=CC(=CC=C1)C(NO)=N)C(=O)O